Cl.C1(CC1)COC1=C(CNCC2CCNCC2)C=C(C=C1)F N-(2-(cyclopropylmethoxy)-5-fluorobenzyl)-1-(piperidin-4-yl)methanamine hydrochloride